[N+](=O)([O-])C1=CC(=NC=C1)[C@H]1OC(O[C@H]1C)(C)C |r| rac-4-nitro-2-[(4R,5S)-2,2,5-trimethyl-1,3-dioxolan-4-yl]pyridine